4-ethylamino-1,3,5-benzenetriol C(C)NC1=C(C=C(C=C1O)O)O